1-n-propylpiperazine tetradecanoate C(CCCCCCCCCCCCC)(=O)O.C(CC)N1CCNCC1